O=C1C=CN=CN1C1CN(C1)C(=O)OC(C)(C)C Tert-Butyl 3-(6-oxopyrimidin-1(6H)-yl)azetidine-1-carboxylate